3-Ethoxyhexanal C(C)OC(CC=O)CCC